O,O'-(o-phenylenedimethylene)dihydroxylamine C1(=C(C=CC=C1)CON)CON